(6R)-1-(5-chloro-3-fluoropyridin-2-yl)-3-(hydroxymethyl)-6-methyl-4-(4-(trifluoromethyl)benzyl)piperazine-2,5-dione ClC=1C=C(C(=NC1)N1C(C(N(C([C@H]1C)=O)CC1=CC=C(C=C1)C(F)(F)F)CO)=O)F